(2S,4S)-tert-butyl 4-(8-bromo-6-chloro-3,4-dihydroquinolin-1(2H)-yl)-2-(((tert-butyldimethylsilyl)oxy)methyl)-2-methylpyrrolidine-1-carboxylate BrC=1C=C(C=C2CCCN(C12)[C@H]1C[C@@](N(C1)C(=O)OC(C)(C)C)(C)CO[Si](C)(C)C(C)(C)C)Cl